C(CCC)OC=1C=C(C(=CC1)C1=CC=C(C=C1)C1=CC=C(C=C1)OCCCCC)O 4-butoxy-4''-(pentyloxy)-[1,1':4',1''-terphenyl]-2-ol